N[C@H]1C[C@H](N(C1)C1=C(C=CC(=C1)C1(CC1)C#N)NC(=O)C1=NC(=NC=C1)C1=C(C=CC=C1F)F)CO N-(2-((2S,4S)-4-amino-2-(hydroxymethyl)pyrrolidin-1-yl)-4-(1-cyanocyclopropyl)phenyl)-2-(2,6-difluorophenyl)pyrimidine-4-carboxamide